3-[(5-chloro-1H-indol-2-yl)methyl]-1-[1-(3-hydroxycyclobutanecarbonyl)piperidin-3-yl]-1-methylurea ClC=1C=C2C=C(NC2=CC1)CNC(N(C)C1CN(CCC1)C(=O)C1CC(C1)O)=O